CN(C1=CC2=C([C@@H](CCO2)CNC=2C=NC=CC2C(=O)O)C=C1)C1=NC=C(C=C1)C 3-([[(4R)-7-[methyl-(5-methylpyridin-2-yl)amino]-3,4-dihydro-2H-1-benzopyran-4-yl]methyl]amino)pyridine-4-carboxylic acid